imidazole-4-imine N=1C=NC(C1)=N